C(C)(C)(C)OC(=O)N1C[C@H]2C([C@H]2C1)COS(=O)(=O)C (1R,5S,6r)-6-(((methylsulfonyl)oxy)methyl)-3-azabicyclo[3.1.0]hexane-3-carboxylic acid tert-butyl ester